BrC(C(=O)C=1N=C2C(=NC1NCC1=CC=C(C=C1)OC)SC(=C2)C)C(CC)=O 2-bromo-1-[3-[(4-methoxyphenyl)methylamino]-6-methyl-thieno[2,3-b]pyrazin-2-yl]pentane-1,3-dione